((1r,4r,7r)-2-(1-((1-(4-cyanobenzoyl) azetidin-3-yl) methyl)-2-(1-(cyclopropylmethyl)-1H-indol-2-yl)-7-fluoro-1H-benzo[d]imidazole-5-carbonyl)-2-azabicyclo[2.2.1]hept-7-yl) carbamate C(N)(O[C@H]1[C@@H]2N(C[C@H]1CC2)C(=O)C2=CC1=C(N(C(=N1)C=1N(C3=CC=CC=C3C1)CC1CC1)CC1CN(C1)C(C1=CC=C(C=C1)C#N)=O)C(=C2)F)=O